(3aR,5R)-5-((R)-2,2-dimethyl-1,3-dioxolan-4-yl)-2,2-dimethyltetrahydrofuranyl 5-((S)-2-(methoxycarbonyl) pyrrolidin-1-yl)-1H-1,2,3-triazole-4-carboxylate COC(=O)[C@H]1N(CCC1)C1=C(N=NN1)C(=O)OC1C(O[C@H](C1)[C@@H]1OC(OC1)(C)C)(C)C